4-[(5-chloro-2-methyl-4-pyridyl)methyl]cyclohexanecarboxylic acid ClC=1C(=CC(=NC1)C)CC1CCC(CC1)C(=O)O